NC(C(=O)NCC(C)(C)S(=O)(=O)C1(CC1)CN1C(C2=C(CC1)C(=NN2C)C(=O)NCC2=CC=C(C=C2)C#N)=O)(C)C 6-((1-((1-(2-Amino-2-methylpropanamido)-2-methylpropan-2-yl)sulfonyl)cyclopropyl)methyl)-N-(4-cyanobenzyl)-1-methyl-7-oxo-4,5,6,7-tetrahydro-1H-pyrazolo[3,4-c]pyridine-3-carboxamide